C(C)N1CCN(CC1)C(=O)C1=CC(=NC2=CC=C(C=C12)C)C=1OC(=CC1)C (4-ethylpiperazin-1-yl)(6-methyl-2-(5-methylfuran-2-yl)quinolin-4-yl)methanone